Ethyl-diethylene glycol (3-ethyl-3-oxetylmethyl) ether C(C)C1(COC1)COC(COCCO)CC